3-[(3-fluoro-2-methoxyphenyl)amino]-2-(3-{2-[(6R)-5-(prop-2-enoyl)-5-azaspiro[2.4]heptan-6-yl]ethynyl}pyridin-4-yl)-1H,5H,6H,7H-pyrrolo[3,2-c]pyridin-4-one FC=1C(=C(C=CC1)NC1=C(NC2=C1C(NCC2)=O)C2=C(C=NC=C2)C#C[C@@H]2N(CC1(CC1)C2)C(C=C)=O)OC